(R)-2-(2-Methylthiazol-5-yl)-4-(3-(4,4,5,5-tetramethyl-1,3,2-dioxaborolan-2-yl)phenyl)but-3-yn-2-ol CC=1SC(=CN1)[C@@](C)(C#CC1=CC(=CC=C1)B1OC(C(O1)(C)C)(C)C)O